FC(C(=O)O)(F)F.C[C@@H]1CN(C[C@@H](N1)C)C1=C2C(=NC=C1)N(CC2)C(=O)NC2=CC1=CN(N=C1C=C2OCC)C 4-((3R,5S)-3,5-dimethylpiperazin-1-yl)-N-(6-ethoxy-2-methyl-2H-indazol-5-yl)-2,3-dihydro-1H-pyrrolo[2,3-b]pyridine-1-carboxamide 2,2,2-trifluoroacetate